CC=1C=C(C=C(C1)C)[C@@H](C)C1=C(C(=CC(=C1)C)[C@H](C)C1=CC(=CC(=C1)C)C)/N=C/C=N/C1=C(C=C(C=C1[C@H](C)C1=CC(=CC(=C1)C)C)C)[C@H](C)C1=CC(=CC(=C1)C)C (1E,2E)-N1,N2-bis(2,6-bis((R)-1-(3,5-dimethylphenyl)ethyl)-4-methylphenyl)ethane-1,2-diimine